N-[3-(3-methoxypropoxy)propyl]azetidine-3-carboxamide hydrochloride Cl.COCCCOCCCNC(=O)C1CNC1